iron dimethyldithiocarbamic acid CN(C(S)=S)C.[Fe]